2-BUTOXY-3,5-DIMETHYLPHENYLBORONIC ACID C(CCC)OC1=C(C=C(C=C1C)C)B(O)O